tert-butyl 3-[2-(1,3-dioxoisoindolin-2-yl)vinyl]benzoate O=C1N(C(C2=CC=CC=C12)=O)C=CC=1C=C(C(=O)OC(C)(C)C)C=CC1